C(C)(C)N(CC=O)C 2-(isopropyl-(methyl)amino)ethan-1-one